O1C(CCC1)CC1=NC=CC=N1 ((tetrahydrofuran-2-yl)methyl)pyrimidine